FC=1C(=C(C=CC1F)C(=O)N1CC(C1)(O)C1N(CCC1)CC)NC1=C(C=C(C=C1)I)F 1-({3,4-difluoro-2-[(2-fluoro-4-iodophenyl)amino]phenyl}carbonyl)-3-(1-ethylpyrrolidin-2-yl)azetidin-3-ol